NC1=CC(=C2C=NNC2=C1C(=O)N)Br 6-amino-4-bromo-1H-indazole-7-carboxamide